2-Fluoro-4-[4-(trifluoromethoxy)phenoxy]benzaldehyde FC1=C(C=O)C=CC(=C1)OC1=CC=C(C=C1)OC(F)(F)F